C(#N)C=1C=C(C(=O)NC2=CC(=CC=C2)C2=CC3=C(N(C(=N3)COC)C)C=C2C(F)(F)F)C=CC1NC(\C=C\CNC1CCC1)=O (E)-3-cyano-4-(4-(cyclobutylamino)but-2-enamido)-N-(3-(2-(methoxymethyl)-1-methyl-6-(trifluoromethyl)-1H-benzo[d]imidazol-5-yl)phenyl)benzamide